2-[4-[4-[(2,6-dioxo-3-piperidyl)amino]phenyl]-1-piperidyl]acetic acid hydrochloride tert-Butyl-2-[4-[4-[(2,6-dioxo-3-piperidyl)amino]phenyl]-1-piperidyl]acetate C(C)(C)(C)OC(CN1CCC(CC1)C1=CC=C(C=C1)NC1C(NC(CC1)=O)=O)=O.Cl.O=C1NC(CCC1NC1=CC=C(C=C1)C1CCN(CC1)CC(=O)O)=O